5,5,7,7,7-pentafluoroheptan-1-ol FC(CCCCO)(CC(F)(F)F)F